ClC1=CC=C2C(=N1)N(N=C2C#N)CC 6-Chloro-1-ethyl-1H-pyrazolo[3,4-b]pyridine-3-carbonitrile